1-iodo-2,4-dinitronitrobenzene IC1=C(C(=C(C=C1)[N+](=O)[O-])[N+](=O)[O-])[N+](=O)[O-]